FC1=C(CC2=CC=C(N2C)C(=O)N2CC(C2)(C2=NC=CC=C2)C)C=CC=C1 (5-(2-fluorobenzyl)-1-methyl-1H-pyrrol-2-yl)(3-methyl-3-(pyridin-2-yl)azetidin-1-yl)methanone